C(C)(C)(C)OC(=O)NC=1C=CC2=C(OCCCN2C2=C(C(=O)OC)C=CC(=C2)N2CCN(CC2)CC2=C(CC(CC2)(C)C)C2=CC=C(C=C2)Cl)N1 methyl 2-[7-[(tert-butoxycarbonyl)amino]-2H,3H,4H-pyrido[2,3-b][1,4]oxazepin-1-yl]-4-(4-[[2-(4-chlorophenyl)-4,4-dimethylcyclohex-1-en-1-yl]methyl]piperazin-1-yl)benzoate